4-isopropyl-1,2,5-oxadiazole-3-carboxylic acid ethyl ester C(C)OC(=O)C1=NON=C1C(C)C